FC1([C@H](C=2C(=CN(C2CC1)C1=CC(=C(C#N)C=C1)C(F)F)S(=O)(=O)C)O)F (S)-4-(5,5-difluoro-4-hydroxy-3-(methylsulfonyl)-4,5,6,7-tetrahydro-1H-indol-1-yl)-2-(Difluoromethyl)benzonitrile